C(C)(C)(C)OC(=O)N[C@@H](C(=O)O)CCC1=CC(=CC=C1)C(F)(F)F (R)-2-((tert-butoxycarbonyl)amino)-4-(3-(trifluoromethyl)phenyl)butanoic acid